{2-[2-(2-{2-[2-(2-azido-ethoxy)-ethoxy]-ethoxy}-ethoxy)-ethoxy]-ethoxy}-acetic acid N(=[N+]=[N-])CCOCCOCCOCCOCCOCCOCC(=O)O